2-(6-(4-(4-((2-(2,6-dioxopiperidin-3-yl)-1-oxoisoindoline-5-yl)methyl)piperazine-1-yl)phenyl)-1-oxoisoindolin-2-yl)-2-(5-fluoro-2-hydroxyphenyl)-N-(thiazol-2-yl)acetamide O=C1NC(CCC1N1C(C2=CC=C(C=C2C1)CN1CCN(CC1)C1=CC=C(C=C1)C1=CC=C2CN(C(C2=C1)=O)C(C(=O)NC=1SC=CN1)C1=C(C=CC(=C1)F)O)=O)=O